1-[4-[2-amino-1-(4,5-dichloro-2-hydroxyphenyl)ethyl]piperidin-1-yl]ethan-1-one NCC(C1=C(C=C(C(=C1)Cl)Cl)O)C1CCN(CC1)C(C)=O